Bis(2-methyl-8-quinolinyl)-4-phenylphenolate aluminum (iii) [Al+3].CC1=NC2=C(C=CC=C2C=C1)C=1C(=C(C=CC1C1=CC=CC=C1)[O-])C=1C=CC=C2C=CC(=NC12)C.CC1=NC2=C(C=CC=C2C=C1)C=1C(=C(C=CC1C1=CC=CC=C1)[O-])C=1C=CC=C2C=CC(=NC12)C.CC1=NC2=C(C=CC=C2C=C1)C=1C(=C(C=CC1C1=CC=CC=C1)[O-])C=1C=CC=C2C=CC(=NC12)C